6-(difluoromethyl)-2-sulfanyl-3H-imidazo[2,1-f][1,2,4]triazin-4-one FC(C=1N=C2C(NC(=NN2C1)S)=O)F